C(C)(C)C1CN(CCCN1)C1=NC=CC(=N1)NC1=CC=C(C=C1)C1=CC=NC=C1 2-(3-isopropyl-1,4-diazepan-1-yl)-N-(4-(pyridin-4-yl)phenyl)pyrimidin-4-amine